ClC1=C(C=CC=C1)[C@@H](C)OC(=O)NC=1C(=NOC1)C 4-((((R)-1-(2-chlorophenyl)ethoxy)carbonyl)amino)-3-methylisoxazol